3-fluoro-2-(2-(methylthio)-4-(((trifluoromethyl)sulfonyl)oxy)-6,7-dihydro-5H-pyrano[2,3-d]pyrimidin-7-yl)phenyl acetate C(C)(=O)OC1=C(C(=CC=C1)F)C1CCC2=C(N=C(N=C2OS(=O)(=O)C(F)(F)F)SC)O1